C(C1=CC=CC=C1)OC=1C=C(C=CC1OC)C1=C(C=C(S1)C(=O)N1CCC(CC1)NCC1=CC=C(C=C1)/C=C/C(=O)O)C1=CC(=C(C=C1)C#N)F (E)-3-(4-(((1-(5-(3-(benzyloxy)-4-methoxyphenyl)-4-(4-cyano-3-fluorophenyl)thiophene-2-carbonyl)piperidin-4-yl)amino)methyl)phenyl)acrylic acid